2-amino-9-chloro-3-(6-(piperidin-4-ylamino)pyridin-3-yl)-10H-chromeno[3,2-b]pyridin-10-one NC1=C(C=C2C(=N1)C(C=1C(=CC=CC1O2)Cl)=O)C=2C=NC(=CC2)NC2CCNCC2